C1(=CC=CC=C1)CCC#N 3-Phenyl-Propionitrile